4-(2-(2-(4-chlorophenyl)cyclohex-2-enyl)-2,7-diazaspiro[3.5]nonan-7-yl)-N-(4-((R)-4-morpholino-1-(phenylthio)butan-2-ylamino)-3-(trifluoromethylsulfonyl)phenylsulfonyl)benzamide ClC1=CC=C(C=C1)C=1C(CCCC1)N1CC2(C1)CCN(CC2)C2=CC=C(C(=O)NS(=O)(=O)C1=CC(=C(C=C1)N[C@@H](CSC1=CC=CC=C1)CCN1CCOCC1)S(=O)(=O)C(F)(F)F)C=C2